FC1=C2C(N(C(NC2=CC=C1F)=O)CC(=O)N[C@@H](C)C1=C(C=C(C=C1)F)F)C 2-(5,6-difluoro-4-methyl-2-oxo-1,4-dihydroquinazolin-3-yl)-N-[(1S)-1-(2,4-difluorophenyl)ethyl]acetamide